C(CCCCCCCC)(=O)OCCCCCCCCCCCCCCCC n-hexadecyl pelargonate